1,3-bis[(3-ethyl-3-oxetanyl-methoxy)methyl]propane C(C)C1(COC1)COCCCCCOCC1(COC1)CC